N-((3,5-diisopropyl-1-(trifluoromethyl)-1H-pyrazol-4-yl)carbamoyl)-6,7-dihydro-5H-pyrazolo[5,1-b][1,3]oxazine-3-sulfonamide C(C)(C)C1=NN(C(=C1NC(=O)NS(=O)(=O)C=1C=NN2C1OCCC2)C(C)C)C(F)(F)F